Nonylphenylformaldehyde C(CCCCCCCC)C(=O)C1=CC=CC=C1